5-((3-chloro-4-fluorophenyl)carbamoyl)-4-fluoro-1-methyl-1H-pyrrole ClC=1C=C(C=CC1F)NC(=O)C1=C(C=CN1C)F